(2R,3R,7S)-7-methyl-2,3-diphenyl-1,4-naphthyridine CC1=CC=C2N=C(C(=NC2=C1)C1=CC=CC=C1)C1=CC=CC=C1